C(C(C(=O)N)C)([2H])([2H])[2H] 2-(methyl-d3)propanamide